BrC1=CC=C(C=C1)C1=CC(=NN1)NC1=C(C=C(C=C1)NC(OC)=O)C methyl (4-((5-(4-bromophenyl)-1H-pyrazol-3-yl)amino)-3-methylphenyl)carbamat